C(C#CC)(=O)N1[C@@H](CCCC1)C1=NC(=C2N1C=CN=C2C2CC2)C2=CC=C(C(=O)NC1=NC=CC=C1)C=C2 (S)-4-(3-(1-(but-2-ynoyl)piperidin-2-yl)-8-cyclopropylimidazo[1,5-a]pyrazin-1-yl)-N-(pyridin-2-yl)benzamide